3-[(2-Piperidin-1-yl-ethylamino)-methyl]-pyrrolidine-1-carboxylic acid tert-butyl ester C(C)(C)(C)OC(=O)N1CC(CC1)CNCCN1CCCCC1